(4-((2-amino-3-iodopyridin-4-yl)oxy)-3-fluorophenyl)-5-ethyl-1-(3-fluoropyridin-2-yl)-1H-pyrazole-4-carboxamide NC1=NC=CC(=C1I)OC1=C(C=C(C=C1)C1=NN(C(=C1C(=O)N)CC)C1=NC=CC=C1F)F